tert-butyl (R)-((3-(3-(4-cyano-2-methoxyphenoxy)-6-(4-cyanophenyl)-5-methylpyridazine-4-carboxamido)phenyl)(methyl)(oxo)-λ6-sulfaneylidene)carbamate C(#N)C1=CC(=C(OC=2N=NC(=C(C2C(=O)NC=2C=C(C=CC2)[S@](=O)(C)=NC(OC(C)(C)C)=O)C)C2=CC=C(C=C2)C#N)C=C1)OC